C(C)OC(C(C)S)=O mercaptopropionic acid ethyl ester